3-amino-2H-[1,2'-bipyridine]-2-one NC=1C(N(C=CC1)C1=NC=CC=C1)=O